[C@H]12CNC[C@H](CC1)N2C2=NC(=NC1=C(C(=CC=C21)C2=CC=CC1=CC=CC(=C21)Cl)F)OC[C@]21CCCN1C[C@@H](C2)F 4-((1R,5S)-3,8-diazabicyclo[3.2.1]octan-8-yl)-7-(8-chloronaphthalen-1-yl)-8-fluoro-2-(((2R,7aS)-2-fluorotetrahydro-1H-pyrrolizin-7a(5H)-yl)methoxy)quinazoline